BrC=1C(=C(C#N)C=C(C1Cl)F)C 3-Bromo-4-chloro-5-fluoro-2-methylbenzonitrile